(3-hydroxypyrrolidin-1-yl)(6-(3-methyl-1H-pyrrolo[2,3-b]pyridin-5-yl)-8-((R)-morpholin-3-yl)-3,4-dihydroisoquinolin-2(1H)-yl)methanone OC1CN(CC1)C(=O)N1CC2=C(C=C(C=C2CC1)C=1C=C2C(=NC1)NC=C2C)[C@H]2NCCOC2